ClCC(C[C@]1(N([C@@H]2CC2C1)C(=O)OC(C)(C)C)C(=O)OC)=C |&1:4| 2-(tert-butyl) 3-methyl (1R,SR)-3-(2-(chloromethyl)allyl)-2-azabicyclo[3.1.0]hexane-2,3-dicarboxylate